NC1=NC=NN2C1=C(C1=C2C[C@@H]([C@H]1C)NC(C=C)=O)C=1C=NC2=CC=CC=C2C1 (6S,7S)-N-(4-amino-6-methyl-5-(quinolin-3-yl)-7,8-dihydro-6H-cyclopenta[4,5]pyrrolo[2,1-f][1,2,4]triazin-7-yl)acrylamide